N,N-diphenyl-4-(quinoline-4-yl)aniline C1(=CC=CC=C1)N(C1=CC=C(C=C1)C1=CC=NC2=CC=CC=C12)C1=CC=CC=C1